4-(4-Amino-7-(4-hydroxycyclohexyl)pyrrolo[2,1-f][1,2,4]triazin-5-yl)-3-fluorophenyl-1-(4-fluorophenyl)-2-oxo-1,2-dihydropyridin NC1=NC=NN2C1=C(C=C2C2CCC(CC2)O)C2=C(C=C(C=C2)C=2C(N(C=CC2)C2=CC=C(C=C2)F)=O)F